(S)-5-chloro-6-(3-hydroxypyrrolidin-1-yl)-4-methoxypyridine-3-sulfonyl chloride ClC=1C(=C(C=NC1N1C[C@H](CC1)O)S(=O)(=O)Cl)OC